5-Fluoro-3,3''-dimethyl-2,2':5',2''-terthiophene FC1=CC(=C(S1)C=1SC(=CC1)C=1SC=CC1C)C